[I-].ICCCCC[N+](C)(C)C 5-iodoamyl-trimethyl-ammonium iodide